C1(CCCCC1)C1CC2(CN(C2)C(=O)OC(C)(C)C)CC1 tert-Butyl 6-cyclohexyl-2-azaspiro[3.4]octane-2-carboxylate